3-(5-(3-(4-(4-((1R,2S)-6-hydroxyl-2-phenyl-1,2,3,4-tetrahydronaphthalen-1-yl)phenyl)piperazine-1-yl)azetidin-1-yl)-1-oxoisoindol-2-yl)piperidin-2,6-dione OC=1C=C2CC[C@@H]([C@@H](C2=CC1)C1=CC=C(C=C1)N1CCN(CC1)C1CN(C1)C=1C=C2CN(C(C2=CC1)=O)C1C(NC(CC1)=O)=O)C1=CC=CC=C1